(1S,2R)-N-(3-(5-(3,3-difluoroazetidin-1-yl)-2H-pyrazolo[3,4-b]pyridin-2-yl)-4-fluorophenyl)-2-fluorocyclopropane-1-carboxamide FC1(CN(C1)C1=CC=2C(N=C1)=NN(C2)C=2C=C(C=CC2F)NC(=O)[C@H]2[C@@H](C2)F)F